C(=O)O.ClC1=C(C=CC(=C1F)OC)C1=CN=C2N1C=CN=C2NC2=CC(=C(C=C2)C(=O)N2CCN(CC2)C(=O)[C@@H]2CNCC2)C [4-[[3-(2-chloro-3-fluoro-4-methoxyphenyl)imidazo[1,2-a]pyrazin-8-yl]amino]-2-methylphenyl]-[4-[(3S)-pyrrolidine-3-carbonyl]piperazin-1-yl]methanone formate